2-chloro-5-iodo-N-({4-[5-methyl-3-(trifluoromethyl)-1H-pyrazol-1-yl]phenyl}methyl)pyrimidin-4-amine ClC1=NC=C(C(=N1)NCC1=CC=C(C=C1)N1N=C(C=C1C)C(F)(F)F)I